C1(=CC=CC=C1)N1C=CC2=CC=C(C=C12)N 1-phenyl-1H-indol-6-amine